N1C(C=[N+](C2=CC=CC=C12)[O-])=O 2(1H)-quinoxalinone-4-oxide